C(=O)(OC(C)(C)C)N(C(=N)N)S(=O)(=O)C(F)(F)F Boc-triflyl-guanidine